2-Amino-6-(2,2-difluoroethyl)-7-oxo-6-phenyl-4,5,6,7-tetrahydrobenzo[b]thiophene-3-carboxamide NC1=C(C2=C(S1)C(C(CC2)(C2=CC=CC=C2)CC(F)F)=O)C(=O)N